5-((1S,4S)-5-isobutyl-2,5-diazabicyclo[2.2.1]heptan-2-yl)-2-(4-isopropyl-5-(8-methoxy-[1,2,4]triazolo[1,5-a]pyridin-6-yl)-1H-pyrazol-3-yl)thiazole C(C(C)C)N1[C@@H]2CN([C@H](C1)C2)C2=CN=C(S2)C2=NNC(=C2C(C)C)C=2C=C(C=1N(C2)N=CN1)OC